N-(1,1-Dioxidobenzo[b]thiophen-6-yl)-2-(4-(trifluoromethoxy)phenyl)acetamide O=S1(C2=C(C=C1)C=CC(=C2)NC(CC2=CC=C(C=C2)OC(F)(F)F)=O)=O